C(CCCCCCCCCC=CCCCCCCCC)(=O)OCCCCCCCCCCCCCCCCCCCCCCCCCCCCC(C)C 29-methyltriacontyl eicos-11-enoate